C(C=C)(=O)NC1N(CCCC12CCCCC2)C(=O)NC2=CC=C(C=C2)C2=CC1=C(N=CN=C1N1CCOCC1)N2 acrylamido-N-(4-(4-morpholinyl-7H-pyrrolo[2,3-d]pyrimidin-6-yl)phenyl)-2-azaspiro[5.5]undecane-2-carboxamide